BrC1=C(C=NNC1=O)O[C@H](CO[C@@H]1C(N(CC1)C1CCN(CC1)C1=NC=C(C#N)C=C1)=O)COC 6-(4-((S)-3-((S)-2-((5-bromo-6-oxo-1,6-dihydropyridazin-4-yl)oxy)-3-methoxypropoxy)-2-oxopyrrolidin-1-yl)piperidin-1-yl)nicotinonitrile